NC1=NC=2C=C(C=CC2C2=C1N=C(N2CC(C)(C)OCCO)COCC)CC2=CC=C(C=C2)CCN 2-((1-(4-amino-7-(4-(2-aminoethyl)benzyl)-2-(ethoxymethyl)-1H-imidazo[4,5-c]quinolin-1-yl)-2-methylpropan-2-yl)oxy)ethan-1-ol